4-amino-7-(pyridin-2-yl)pyrrolo[1,2-a]quinoxaline-2-carboxylic acid ethyl ester C(C)OC(=O)C=1C=C2N(C3=CC=C(C=C3N=C2N)C2=NC=CC=C2)C1